FC=1C=C2C=NN(C2=CC1C=1C=2C(=NN(C2C=CC1)CC(=O)N(CC(=O)NCC(=O)O)C)C(F)(F)F)C N-(2-(5'-fluoro-1'-methyl-3-(trifluoromethyl)-1H,1'H-[4,6'-biindazol]-1-yl)acetyl)-N-methylglycylglycine